C(CCCCCCCCCCCCCCC)C1C(N=NO1)=O 5-hexadecyl-1,2,3-oxadiazol-4(5H)-one